1,3-difluorodibenzo[b,d]furan FC1=CC(=CC=2OC3=C(C21)C=CC=C3)F